C(#N)C=1C(=NC=CC1)N1C=C(C=2C1=NC=C(C2)C=2C(=NOC2C)C)C2=C(C=C(C(=O)O)C=C2)OC2CC2 4-(1-(3-cyanopyridin-2-yl)-5-(3,5-dimethylisoxazol-4-yl)-1H-pyrrolo[2,3-b]pyridin-3-yl)-3-cyclopropoxybenzoic acid